(2S,4r)-1-[(2S)-2-(4-cyclopropyl-triazol-1-yl)-3,3-dimethyl-butyryl]-4-hydroxy-N-[[1-(hydroxymethyl)cyclohexyl]-phenyl-methyl]pyrrolidine-2-carboxamide C1(CC1)C=1N=NN(C1)[C@H](C(=O)N1[C@@H](C[C@H](C1)O)C(=O)NC(C1=CC=CC=C1)C1(CCCCC1)CO)C(C)(C)C